3-[(2-chlorophenoxy)methyl]phenylpiperidinone ClC1=C(OCC=2C=C(C=CC2)N2C(CCCC2)=O)C=CC=C1